C(C)(C)(C)OC(=O)N1C[C@@H](CC1)N(C1=NC2=CC=CC=C2C=C1)C (R)-3-(methyl-(quinolin-2-yl)amino)pyrrolidine-1-carboxylic acid tert-butyl ester